7-chloro-5-(2-fluoro-5-methoxy-phenyl)-1-methyl-3H-1,4-benzodiazepin-2-one ClC=1C=CC2=C(C(=NCC(N2C)=O)C2=C(C=CC(=C2)OC)F)C1